1,3'-bicyclobutane C1(CCC1)C1CCC1